O[C@@H]1[C@H](OC(C2=C(C(=C(C=C12)O)OC)O)=O)C (3R,4S)-4,6,8-trihydroxy-7-methoxy-3-methyl-3,4-dihydro-1H-isochromen-1-one